NC1=C2N=C(N(C2=NC(=N1)OCCCP(OC)(OC)=O)C1OCCCC1)OC dimethyl (3-((6-amino-8-methoxy-9-(tetrahydro-2H-pyran-2-yl)-9H-purin-2-yl)oxy)propyl)phosphonate